5-((2-(6-(4-methylpiperazin-1-carbonyl)naphth-2-yl)ethyl)amino)-1,7-naphthyridine-3-carbonitrile CN1CCN(CC1)C(=O)C=1C=C2C=CC(=CC2=CC1)CCNC1=C2C=C(C=NC2=CN=C1)C#N